N1=NC=C2C1=NC=C(C2)C(=O)N pyrazolo[3,4-b]Pyridine-5-carboxamide